ClC=1C=C(C=CC1OC)NC(=O)N1CCC(CC1)N1C(NC2=C1C=CC=C2C=2C=NC=CC2)=O N-(3-chloro-4-methoxyphenyl)-4-[2-oxo-4-(pyridin-3-yl)-2,3-dihydro-1H-1,3-benzodiazol-1-yl]piperidine-1-carboxamide